[Cu].NC1=CC(=NC(=C1)C(=O)O)C(=O)O 4-aminopyridine-2,6-dicarboxylic acid copper